(S)-N-(2,2-difluoro-1-(5-fluoro-1-neopentyl-6-(2-(trifluoromethyl)phenyl)-1H-indol-3-yl)ethyl)-sulfamoyldimethylamine FC([C@H](C1=CN(C2=CC(=C(C=C12)F)C1=C(C=CC=C1)C(F)(F)F)CC(C)(C)C)N(CS(N)(=O)=O)C)F